[B].[Fe].[Nd].[O] oxygen neodymium-iron-boron